C(C)(C)C1=NOC(=C1)NC(CC1=CC=C(C=C1)N1C=NC2=C1C=CC(=C2)N2CCOCC2)=O N-(3-isopropyl-isoxazol-5-yl)-2-(4-(5-morpholinyl-1H-benzo[d]imidazol-1-yl)phenyl)acetamide